N6'-(2-(1-(Cyclopropylsulfonyl)-1H-pyrazol-4-yl)pyrimidin-4-yl)-N4'-(1-(2-fluoroethyl)piperidin-4-yl)-5-((1-methylpiperidin-4-yl)oxy)-[2,3'-bipyridine]-4',6'-diamine C1(CC1)S(=O)(=O)N1N=CC(=C1)C1=NC=CC(=N1)NC1=CC(=C(C=N1)C1=NC=C(C=C1)OC1CCN(CC1)C)NC1CCN(CC1)CCF